methyl 3,4,5-triaminobenzoate NC=1C=C(C(=O)OC)C=C(C1N)N